(Cyclopropanecarboxamido)-4-((3-(5-(dicyclopropylphosphoryl)-1-methyl-1H-pyrazol-3-yl)-2-methoxyphenyl)amino)pyrimidine-5-carboxamide C1(CC1)C(=O)NC1=NC=C(C(=N1)NC1=C(C(=CC=C1)C1=NN(C(=C1)P(=O)(C1CC1)C1CC1)C)OC)C(=O)N